COC1=CC=C(CN2C(=NC=3C2=NC=CC3)CCC(=O)NCCC3=CC=C(C=C3)C)C=C1 3-[3-(4-Methoxy-benzyl)-3H-imidazo[4,5-b]pyridin-2-yl]-N-(2-p-tolyl-ethyl)-propionamide